O=C(CCOCCOCCOCCOC)ON1C(CCC1=O)=O 1-[(14-Oxo-2,5,8,11-tetraoxatetradecan-14-yl)oxy]pyrrolidin-2,5-dion